N-tert-Butoxycarbonyl-N-[2-(2-oxooxazolidin-5-yl)ethyl]carbamic acid tert-butyl ester C(C)(C)(C)OC(N(CCC1CNC(O1)=O)C(=O)OC(C)(C)C)=O